ClC1=CC=CC=2N1N=C(C2)[C@H]2N(CCC1=C2N=CN1)C(=O)C=1OC(=NN1)C1=NC=CC=N1 (S)-(4-(7-chloropyrazolo[1,5-a]pyridin-2-yl)-6,7-dihydro-1H-imidazo[4,5-c]pyridin-5(4H)-yl)(5-(pyrimidin-2-yl)-1,3,4-oxadiazol-2-yl)methanone